C(C)(C)(C)OC(N(C)CCCN(S(=O)(=O)C1=C(C=CC=C1)[N+](=O)[O-])CCCCN(C)C(=O)OC(C)(C)C)=O.C(CCCCCCC\C=C/C\C=C/CCCCC)N(C(C)=O)CCCCCCCC\C=C/C\C=C/CCCCC N,N-di((9z,12z)-octadeca-9,12-dien-1-yl)acetamide tert-butyl-N-[3-(N-{4-[(tert-butoxycarbonyl)(methyl)amino]butyl}-2-nitrobenzenesulfonamido)propyl]-N-methylcarbamate